ClC1=CC=C(C=C1)CN1C(N2C(C3=NN=C(C=C31)N3CCN(CC3)C(=O)OC(C)(C)C)=NN=C2C(C)(C)OC)=O tert-Butyl 4-{6-[(4-chlorophenyl)methyl]-3-(2-methoxypropan-2-yl)-5-oxo-5,6-dihydro[1,2,4]triazolo[4',3':1,6]pyrimido[5,4-c]pyridazin-8-yl}piperazine-1-carboxylate